FC1=CC(=CC=2N(C(=NC21)C)C(C)C)B2OC(C(O2)(C)C)(C)C 4-fluoro-1-isopropyl-2-methyl-6-(4,4,5,5-tetramethyl-1,3,2-dioxaborolan-2-yl)-1H-benzo[d]Imidazole